BrC1=C(C=CC=C1)C1(OCCC1)C#N 2-(2-bromophenyl)tetrahydrofurane-2-carbonitrile